BrC1=NN(C(=N1)[C@H](C)O)C1CC1 (S)-1-(3-bromo-1-cyclopropyl-1H-1,2,4-triazol-5-yl)ethanol